CC1(CCCC1)OC(=O)C1C2C=CC(C1)C2 5-norbornene-2-carboxylic acid (1'-methylcyclopentyl) ester